CC(CCOC(C(C)(C)O)=O)CCCC(C)C Alpha-hydroxyisobutyric acid 3,7-dimethyloctyl ester